C(CCC)NO N-(n-Butyl)hydroxylamin